FC1=CC=C(C=C1)C=1C(=C2N(N1)CCC2)C2=CC1=C(N=CS1)C=C2 6-(2-(4-Fluorophenyl)-5,6-dihydro-4H-pyrrolo[1,2-b]pyrazol-3-yl)benzo[d]thiazole